NC1=NC=NN2C1=C(C=C2C=2C=C(C(=NC2)OC)N2OCC[C@H]2C2=CC=CC=C2)C(F)(F)F (S)-N-(5-(4-amino-5-(trifluoromethyl)pyrrolo[2,1-f][1,2,4]triazin-7-yl)-2-methoxypyridin-3-yl)-3-phenylisoxazolidine